IC1=C(C=CC(=C1)[N+](=O)[O-])C 2-iodo-1-methyl-4-nitro-benzene